ClC1=CC(=C(C=C1)CN1C(C2=CC(=CC(=C2[C@]1(O[C@H]1COCC1)C1=CC=C(C=C1)Cl)F)C(CN1CCN(CC1)C)(C)O)=O)S(=O)(=O)C (3R)-2-[(4-Chloro-2-methansulfonylphenyl)methyl]-3-(4-chlorophenyl)-4-fluoro-6-[2-hydroxy-1-(4-methylpiperazin-1-yl)propan-2-yl]-3-[(3R)-oxolan-3-yloxy]-2,3-dihydro-1H-isoindol-1-on